(S)-ethyl 2-(3-(3-((1-cyclopropylethyl)carbamoyl)-1H-pyrazol-5-yl)phenyl)oxazole-5-carboxylate C1(CC1)[C@H](C)NC(=O)C1=NNC(=C1)C=1C=C(C=CC1)C=1OC(=CN1)C(=O)OCC